COC(=O)C=1N(C(C=CC1C)=O)C1=CC=C(C=C1)F 1-(4-fluorophenyl)-3-methyl-6-oxo-1,6-dihydropyridine-2-carboxylic acid methyl ester